Cl.N[C@@H]1[C@@H]([C@H]2CCC[C@@H]12)C(=O)NC1=CC(=C(C=C1)F)C(F)(F)F (1R,5S,6R,7S)-7-amino-N-(4-fluoro-3-(trifluoromethyl)phenyl)bicyclo[3.2.0]heptane-6-carboxamide, hydrochloride salt